5-amino-1-(4-carboxyl-phenyl)-tetrazole nickel [Ni].NC1=NN=NN1C1=CC=C(C=C1)C(=O)O